C(C)(C)C1=CC=C(C=C1)N1N=C(C=C1C1=C(C=CC=C1)C(F)(F)F)C1=C(OCCCC(=O)O)C=CC=C1 4-(2-(1-(4-Isopropylphenyl)-5-(2-(trifluoromethyl)phenyl)-1H-pyrazol-3-yl)phenoxy)butanoic acid